NC1=C(C=CC=C1)OC(CC)=O.[Na] sodium o-aminophenylpropionate